OCNC(C=C)=O N-(hydroxylmethyl)acrylamide